C(C)(C)(C)OC(=O)NCCOC1=C(C=CC(=C1)C(=O)OC)[C@H]1N(CC[C@@H](C1)OCC)C(=O)OCC1=CC=CC=C1 benzyl (2S,4S)-2-(2-(2-((tert-butoxycarbonyl)amino)ethoxy)-4-(methoxycarbonyl) phenyl)-4-ethoxypiperidine-1-carboxylate